C(C)(C)(C)OCCO[Si](OCC)(OCC)CC1=CC=CC=C1 t-butoxybenzyl-triethoxysilane